C1(CC1)C[C@@H]1C[C@@H]2[C@H](N[C@H]1CC2)C(=O)N2CC1(C2)CN(C1)C1=C2C(=NC=C1C(F)(F)F)SC(=C2)CC(F)(F)F [(1S,3S,4R,6R)-6-(cyclopropylmethyl)-2-azabicyclo[2.2.2]octan-3-yl]-{6-[2-(2,2,2-trifluoroethyl)-5-(trifluoromethyl)thieno[2,3-b]pyridin-4-yl]-2,6-diazaspiro[3.3]heptane-2-yl}methanone